C1(CCC1)=C1CCN(CC1)C(=O)OC(C)(C)C tert-butyl 4-cyclobutylidenepiperidine-1-carboxylate